C(CC)C(COC([C@@H](NC(=O)OC(C)(C)C)C)=O)CCC (Tert-Butoxycarbonyl)-L-alanine 2-propylpentyl ester